C(#C)[C@@H]1OCCC1 (R)-2-ethynyltetrahydrofuran